C(CCCCCCCCC)(=O)OCCOC(CCCCCCCCC)=O ethylene bisdecanoate